(+)-2-amino-4-fluorobicyclo-[3.1.0]hexane-2,6-dicarboxylic acid NC1(C2C(C2C(C1)F)C(=O)O)C(=O)O